BrC(C(=O)O)(C)C α-bromo-isobutanoic acid